1H-[1,2,4]oxadiazol O1N=CN=C1